2,3,7,8,12,13,17,18-Octaethyl-21H,23H-porphine Zinc (II) [Zn+2].C(C)C1=C2NC(=C1CC)C=C1C(=C(C(=N1)C=C1C(=C(C(N1)=CC=1C(=C(C(N1)=C2)CC)CC)CC)CC)CC)CC